N-(4-(1-cyclopropoxy-2-hydroxy-1-phenylethyl)-6-(1,5-dimethyl-6-oxo-1,6-dihydropyridin-3-yl)quinazolin-2-yl)-3-hydroxyazetidine-1-carboxamide C1(CC1)OC(CO)(C1=CC=CC=C1)C1=NC(=NC2=CC=C(C=C12)C1=CN(C(C(=C1)C)=O)C)NC(=O)N1CC(C1)O